C(CC(=O)C)(=O)OCCC=C(C(=O)O)C.C(C(=C)C)(=O)OCCOC(CC(=O)C)=O 2-acetoacetoxyethyl methacrylate (2-acetoacetoxyethyl methacrylate)